(S)-2-((3-(1-(4'-Carboxy-[1,1'-biphenyl]-4-yl)-2-oxo-1,2-dihydro-3H-imidazo[4,5-b]pyridin-3-yl)pyrrolidin-1-yl)methyl)isonicotinic Acid C(=O)(O)C1=CC=C(C=C1)C1=CC=C(C=C1)N1C(N(C2=NC=CC=C21)[C@@H]2CN(CC2)CC=2C=C(C(=O)O)C=CN2)=O